O1C=NC=C1C1=CC(=NC2=CC(=CC=C12)C(=O)O)C1=CC=C(C=C1)C(F)(F)F 4-(oxazol-5-yl)-2-(4-(trifluoromethyl)phenyl)quinoline-7-carboxylic acid